CC1=C(OC2=C(C=C(C=C2C1=O)C)C(C)NC=1C(=NC=CC1)C1=CC=C(C(=O)O)C=C1)N1CCOCC1 4-[3-[1-(3,6-dimethyl-2-morpholino-4-oxo-chromen-8-yl)ethylamino]-2-pyridyl]benzoic acid